BENZO[A]CARBAZOLE C1=CC=CC=2C1=C1NC3=CC=CC=C3C1=CC2